N1C=C(C2=CC=CC=C12)CC(C(=O)O)=O 3-(1H-indol-3-yl)-2-oxopropanoic acid